2-(2-((2-methyl-1-((3-(trifluoromethyl)pyridin-2-yl)oxy)propan-2-yl)amino)-2-oxoethyl)pyrrolidine-1-carboxylic acid tert-butyl ester trifluoroacetate FC(C(=O)O)(F)F.C(C)(C)(C)OC(=O)N1C(CCC1)CC(=O)NC(COC1=NC=CC=C1C(F)(F)F)(C)C